C(C)C1=CC=C(C=N1)OC1CCN(CC1)C1=CC=C(C=N1)C1=CC(=CC=2N1C(=CN2)C#N)OCC2(CC2)O 5-(6-(4-((6-ethylpyridin-3-yl)oxy)piperidin-1-yl)pyridin-3-yl)-7-((1-hydroxycyclopropyl)methoxy)imidazo[1,2-a]pyridine-3-carbonitrile